tert-butyl-4-cyano-6-(2,4-dioxotetrahydropyrimidin-1(2H)-yl)-1H-indole C(C)(C)(C)N1C=CC2=C(C=C(C=C12)N1C(NC(CC1)=O)=O)C#N